N-ethylpyrrolidine C(C)N1CCCC1